BrC1=C2C=NN(C2=CC(=C1COCCOC[C@H]1CN(CCO1)C(=O)OC(C)(C)C)Cl)C1OCCCC1 tert-Butyl (2R)-2-((2-((4-bromo-6-chloro-1-(tetrahydro-2H-pyran-2-yl)-1H-indazol-5-yl)methoxy)ethoxy)methyl)morpholine-4-carboxylate